C1(CC1)C=1C(=CC(=C(CN2CCC3(CC(N(C3)C3=CC=C(C(=O)NCCCP(O)(O)=O)C=C3)=O)CC2)C1)OCC)C(=O)OC (3-(4-(8-(5-cyclopropyl-2-ethoxy-4-(methoxycarbonyl)benzyl)-3-oxo-2,8-diazaspiro[4.5]decan-2-yl)benzamido)propyl)phosphonic acid